CC=1C=C2CN(CC2=CC1)C(CNC12CC3(C[C@@H](C[C@H](C1)C3)C2)NC(OC(C)(C)C)=O)=O tert-butyl ((1s,3r,5R,7S)-3-((2-(5-methylisoindolin-2-yl)-2-oxoethyl)amino)adamantan-1-yl)carbamate